1-hexyl-3-methylimidazole tetrafluoroborate salt F[B-](F)(F)F.C(CCCCC)N1CN(C=C1)C